C1(CC1)C1=CC=C(C=C1)C=1N=C2N(C=CC=N2)C1CN1CC2CCC(C1)N2C(=O)C2=C(C=CC=C2)F (3-{[2-(4-cyclopropylphenyl)imidazo[1,2-a]pyrimidin-3-yl]methyl}-3,8-diazabicyclo[3.2.1]octan-8-yl)(2-fluorophenyl)methanone